COC1=C(C=C(C(=C1)C(C([2H])([2H])[2H])(C([2H])([2H])[2H])C([2H])([2H])[2H])OC)CCN 2-(2,5-dimethoxy-4-(2-(methyl-d3)propan-2-yl-1,1,1,3,3,3-d6)phenyl)ethan-1-amine